hexahydrocyclopenta[b]pyrrol N1C=2C(CC1)CCC2